ClC1=CC(=C(C=C1)C=1C=NC=2N(N1)C=C(N2)COC2=NC=CC=C2)C(F)(F)F 2-[4-chloro-2-(trifluoromethyl)phenyl]-6-(2-pyridinyloxymethyl)imidazo[1,2-b][1,2,4]triazine